N1=CC=C2N1C(=CC=C2)N Pyrazolo[1,5-a]Pyridin-7-amine